BrCC1=CC=C2N=C(C(NC2=C1F)=O)C(C)(F)F 7-(bromomethyl)-3-(1,1-difluoroethyl)-8-fluoro-1H-quinoxalin-2-one